6-phenyl-4-(m-tolyl)pyridin-2-ol C1(=CC=CC=C1)C1=CC(=CC(=N1)O)C=1C=C(C=CC1)C